N-(5-((5-cyano-4-(1-cyclopropyl-1H-indol-3-yl)pyrimidin-2-yl)amino)-2-((2-(dimethyl-Amino)ethyl)(methyl)amino)-4-methoxyphenyl)3-chloropropionamide hydrochloride Cl.C(#N)C=1C(=NC(=NC1)NC=1C(=CC(=C(C1)NC(CCCl)=O)N(C)CCN(C)C)OC)C1=CN(C2=CC=CC=C12)C1CC1